methyl (5S,7S)-7-fluoro-3-oxo-2-(3-phenylcyclobutyl)-2,5,6,7-tetrahydro-3H-pyrrolo[2,1-c][1,2,4]triazole-5-carboxylate F[C@H]1C[C@H](N2C1=NN(C2=O)C2CC(C2)C2=CC=CC=C2)C(=O)OC